N-(5-(2-(5-azaspiro[3.4]octan-5-yl)acetamido)-2-methylpyridin-3-yl)-2-(1-(2-hydroxyethyl)-1H-pyrazol-4-yl)pyrazolo[5,1-b]thiazole-7-carboxamide C1CCC12N(CCC2)CC(=O)NC=2C=C(C(=NC2)C)NC(=O)C=2C=NN1C2SC(=C1)C=1C=NN(C1)CCO